NC1=C(N=CN1C1[C@H](O)[C@H](O)[C@H](O1)COP(=O)(O)O)C(=O)[O-] 5-amino-1-(5-phospho-D-ribosyl)imidazole-4-carboxylate